N-(6-(5-chloro-6-fluoro-7-(1-hydroxy-3-(trimethylsilyl)prop-2-yn-1-yl)-1H-indazol-4-yl)imidazo[1,2-a]pyrazin-2-yl)-2-fluorocyclopropane-1-carboxamide ClC=1C(=C2C=NNC2=C(C1F)C(C#C[Si](C)(C)C)O)C=1N=CC=2N(C1)C=C(N2)NC(=O)C2C(C2)F